tert-Butyl (4-(((4-cyclohexylphenyl)sulfonamido)methyl)pyridin-2-yl)carbamate C1(CCCCC1)C1=CC=C(C=C1)S(=O)(=O)NCC1=CC(=NC=C1)NC(OC(C)(C)C)=O